5-(Isopentenylaminomethyl)-2'-O-methyluridine C(CC(=C)C)NCC=1C(NC(N([C@H]2[C@H](OC)[C@H](O)[C@@H](CO)O2)C1)=O)=O